[Si](C)(C)(C(C)(C)C)OC[C@H]1N(C=C(C1)C)C(=O)C1=C(C=C(C(=C1)OC)O[Si](C(C)C)(C(C)C)C(C)C)NC(OCC=C)=O Allyl (S)-(2-(2-(((tert-butyldimethylsilyl)oxy)methyl)-4-methyl-2,3-dihydro-1H-pyrrole-1-carbonyl)-4-methoxy-5-((triisopropylsilyl)oxy)phenyl)carbamate